C(#N)C=1C=C(C=CC1)[C@]1(OCC1)CNC(CC12CCC(CC1)C2)=O N-[[(2S)-2-(3-cyanophenyl)oxetan-2-yl]methyl]-2-norbornan-1-yl-acetamide